C1(CCCCC1)OC(=O)N cyclohexyl-amino-formate